cis-5-chloro-2-(4-((3-hydroxy-3-methylcyclobutyl)amino)pyrido[3,4-d]pyridazin-1-yl)phenol ClC=1C=CC(=C(C1)O)C1=C2C(=C(N=N1)NC1CC(C1)(C)O)C=NC=C2